N-(4-cyano-5-(difluoromethoxy)pyridin-2-yl)-2-fluoro-8,8-dimethyl-7,8-dihydro-6H-cyclopenta[e]pyrazolo[1,5-a]pyrimidine-6-carboxamide C(#N)C1=CC(=NC=C1OC(F)F)NC(=O)C1CC(C2=C1C=NC=1N2N=C(C1)F)(C)C